1-(allyldithio)-1-propene C(C=C)SSC=CC